2-[6-amino-5-[8-[2-[3-(2,2-difluoro-5-azaspiro[2.4]heptan-5-yl)prop-1-ynyl]-4-pyridinyl]-3,8-diazabicyclo[3.2.1]oct-3-yl]pyridazin-3-yl]phenol NC1=C(C=C(N=N1)C1=C(C=CC=C1)O)N1CC2CCC(C1)N2C2=CC(=NC=C2)C#CCN2CC1(C(C1)(F)F)CC2